2-(4,5-dichlorothiazol-2-yl)-2-(1-methylpyrazol-4-yl)propan-1-amine ClC=1N=C(SC1Cl)C(CN)(C)C=1C=NN(C1)C